3-dimethoxyphosphinyloxytetrahydrothiophene-1,1-dioxide COP(=O)(OC1CS(CC1)(=O)=O)OC